5-bromo-2,3,4-trifluorobenzoic acid BrC=1C(=C(C(=C(C(=O)O)C1)F)F)F